NC1=NC=2C=C(C=CC2C2=C1[C@H](OC2)C)CN(C(=O)C=2C=NC(=NC2)C2CC2)C=2C(=NC=CC2)C(F)(F)F |r| rac-N-({4-amino-3-methyl-1H,3H-furo[3,4-c]quinolin-7-yl}methyl)-2-cyclopropyl-N-[2-(tri-fluoromethyl)pyridin-3-yl]pyrimidine-5-carboxamide